(R,Z)-N-(1-(3-(difluoromethyl)-6-fluoro-4-oxo-2-(tetrahydro-2H-pyran-4-yl)-3,4-dihydroquinazolin-8-yl)ethylidene)-2-methylpropane-2-sulfinamide FC(N1C(=NC2=C(C=C(C=C2C1=O)F)\C(\C)=N/[S@](=O)C(C)(C)C)C1CCOCC1)F